ClC1=CC=C(C=C1)C1=CN(C=2N=CN=C(C21)N)C(C)C2=CC(=NO2)C2=C(C=CC=C2)F 5-(4-Chlorophenyl)-7-{1-[3-(2-fluorophenyl)-1,2-oxazol-5-yl]ethyl}-7H-pyrrolo[2,3-d]pyrimidin-4-amine